C1=CC(=CC=2SC3=C(C21)C=CC=C3)C3=CC=C(C=C3)B(O)O 4-(3-dibenzothienyl)phenylboronic acid